C(=O)O.FC=1C(=C(C=CC1)O)C1=C2C(=C(N=N1)N[C@H]1CN(CCC1)CCO)C=NC=C2 3-fluoro-2-(4-{[(3R)-1-(2-hydroxyethyl)piperidin-3-yl]amino}pyrido[3,4-d]pyridazin-1-yl)phenol formate salt